6-[5-acetyl-1-(4-chloro-phenyl)-7-fluoro-1-(3-hydroxycyclobutoxy)-3-oxo-1,3-dihydro-isoindol-2-ylmethyl]Nicotinonitrile C(C)(=O)C=1C=C2C(N(C(C2=C(C1)F)(OC1CC(C1)O)C1=CC=C(C=C1)Cl)CC1=NC=C(C#N)C=C1)=O